4-(difluoromethyl)-N-[4-fluoro-5-[6-(oxan-4-yloxy)pyridin-3-yl]-2-[(3R)-3,4-dimethylpiperazin-1-yl]phenyl]-6-oxo-1H-pyridine-3-carboxamide FC(C=1C(=CNC(C1)=O)C(=O)NC1=C(C=C(C(=C1)C=1C=NC(=CC1)OC1CCOCC1)F)N1C[C@H](N(CC1)C)C)F